2,6-dimethoxy-N-(8-(trifluoromethoxy)-4,5-dihydronaphtho[2,1-d]isoxazol-3-yl)benzenesulfonamide COC1=C(C(=CC=C1)OC)S(=O)(=O)NC1=NOC2=C1CCC1=CC=C(C=C12)OC(F)(F)F